(5S,7R)-2-(4-fluorophenyl)-7-hydroxy-7-methyl-5-phenyl-2,5,6,7-tetrahydro-3H-pyrrolo[2,1-c][1,2,4]triazol-3-one FC1=CC=C(C=C1)N1N=C2N(C1=O)[C@@H](C[C@@]2(C)O)C2=CC=CC=C2